NC1=NC=CC=C1C1=NC=2C(=NC(=CC2)C2=CC=CC=C2)N1C1=CC=C(CN2CCN(CC2)C=2C(C(C2OC2CCCC2)=O)=O)C=C1 3-(4-(4-(2-(2-Aminopyridin-3-yl)-5-phenyl-3H-imidazo[4,5-b]pyridin-3-yl)benzyl)piperazin-1-yl)-4-(cyclopentyloxy)cyclobut-3-ene-1,2-dione